3-methyl-4-((4-pentylcyclohexane-1-carbonyl)oxy)phenyl 4-((6-(acryloyloxy)hexyl)oxy)benzoate C(C=C)(=O)OCCCCCCOC1=CC=C(C(=O)OC2=CC(=C(C=C2)OC(=O)C2CCC(CC2)CCCCC)C)C=C1